amino-5'-benzoyl-7-bromo-6'-methyl-2-oxospiro[indoline-3,4'-pyran]-3'-carbonitrile NC=1OC(=C(C2(C1C#N)C(NC1=C(C=CC=C12)Br)=O)C(C1=CC=CC=C1)=O)C